C(C)(C)C1=NC(=CC=C1C=1C=C(C(N(C1)C)=O)C)N1CC2N(CC1)CCN(C2)C=2C=NC(=CC2)N2CCNCC2 5-[2-isopropyl-6-[8-(6-piperazin-1-yl-3-pyridyl)-3,4,6,7,9,9a-hexahydro-1H-pyrazino[1,2-a]pyrazin-2-yl]-3-pyridyl]-1,3-dimethyl-pyridin-2-one